O=C1NC(CCC1N1C(C2=CC=C(C=C2C1=O)N1CC(C1)CN1CCC(CC1)C1=CC=C(C=C1)NC=1N=C(N=NC1C(=O)N)N1CCCCC1)=O)=O 5-((4-(1-((1-(2-(2,6-dioxopiperidin-3-yl)-1,3-dioxoisoindolin-5-yl)azetidin-3-yl)methyl)piperidin-4-yl)phenyl)amino)-3-(piperidin-1-yl)-1,2,4-triazine-6-carboxamide